4-bromo-6-chloro-7-fluoro-1-(tetrahydro-2H-pyran-2-yl)-1H-indazole BrC1=C2C=NN(C2=C(C(=C1)Cl)F)C1OCCCC1